ClC1=CC=C(C(=N1)CN(C)C)N1CC(C(CC1)F)O 1-(6-chloro-2-((dimethylamino)methyl)pyridin-3-yl)-4-fluoropiperidin-3-ol